C1(CC1)N1C(=NC(=C1)C(F)(F)F)C1=C(C=C(C(=O)OC)C=C1)OC methyl 4-[1-cyclopropyl-4-(trifluoromethyl) imidazol-2-yl]-3-methoxybenzoate